(R)-2-(3-hydroxypyrrolidin-1-yl)-N,N-dimethylpyrimidine-4-carboxamide O[C@H]1CN(CC1)C1=NC=CC(=N1)C(=O)N(C)C